FC1=C(C=C(C=C1)NC(=O)[C@H]1[C@H]/2CC[C@@H]([C@H]1NC([C@H](C1=CC=CC=C1)OC)=O)\C2=C/C(F)(F)F)C(F)(F)F (1R,2S,3R,4R,Z)-N-(4-fluoro-3-(trifluoromethyl)phenyl)-3-((S)-2-methoxy-2-phenylacetamido)-7-(2,2,2-trifluoroethylidene)bicyclo[2.2.1]heptane-2-carboxamide